COC1=CN=C(O1)C(=O)O 5-methoxyoxazole-2-carboxylic acid